Ytterbium ruthenium [Ru].[Yb]